diethyl 2-(4-chloro-2-methylsulfanyl-pyrimidin-5-yl)-2-methyl-propanedioate ClC1=NC(=NC=C1C(C(=O)OCC)(C(=O)OCC)C)SC